ClC=1C(=C(C=CC1)CNC(C)=O)F N-(3-chloro-2-fluorophenylmethyl)acetamide